N-((1-(6-(2-hydroxyphenyl)pyridazin-4-yl)-4-phenylpiperidin-4-yl)methyl)-3-azabicyclo[3.2.1]octane-8-carboxamide OC1=C(C=CC=C1)C1=CC(=CN=N1)N1CCC(CC1)(C1=CC=CC=C1)CNC(=O)C1C2CNCC1CC2